[Na+].CC1=CC=C(C=C1)S(=O)(=O)[O-] Para-toluenesulfonic acid sodium salt